5-chloro-7-iodo-8-hydroxy-quinoline ClC1=C2C=CC=NC2=C(C(=C1)I)O